P(O)(O)O.C(C)(C)(C1=CC(=C(C=C1)O)C(C)(C)C)C1=CC(=C(C=C1)O)C(C)(C)C.C(C)(C)(C1=CC(=C(C=C1)O)C(C)(C)C)C1=CC(=C(C=C1)O)C(C)(C)C.C(C)(C)(C1=CC(=C(C=C1)O)C(C)(C)C)C1=CC(=C(C=C1)O)C(C)(C)C tris[4,4'-isopropylidenebis(2-tert-butylphenol)] phosphite